(S)-5-(5-(4-methoxyphenyl)-1-propionyl-4,5-dihydro-1H-pyrazol-3-yl)-4-methylthieno[2,3-b]pyridin-6(7H)-one COC1=CC=C(C=C1)[C@@H]1CC(=NN1C(CC)=O)C1=C(C2=C(NC1=O)SC=C2)C